5-[(dimethylamino)methyl]-3-fluorothiophene-2-sulfonyl chloride CN(C)CC1=CC(=C(S1)S(=O)(=O)Cl)F